(2S)-[2-(2-formamido-4,4-difluoropyrrolidin-1-yl)-2-oxo-ethyl]aminofluorene C(=O)N[C@H]1N(CC(C1)(F)F)C(CNC1=CC=CC=2C3=CC=CC=C3CC12)=O